N[C@H]1C2N(CC1CC2)C(=O)C=2C=C(C=1N(C2)N=C(C1C)C=1N(C2=CC=CC=C2C1)CC1CC1)OC ((7R)-7-amino-2-azabicyclo[2.2.1]hept-2-yl)(2-(1-(cyclopropylmethyl)-1H-indol-2-yl)-4-methoxy-3-methylpyrazolo[1,5-a]pyridin-6-yl)methanone